ClC1=CC(=C2CCC(C2=C1)=O)C 6-chloro-4-methyl-2,3-dihydro-1H-inden-1-one